4-(2-{6-[(3R)-3-aminopiperidine-1-carbonyl]-4-fluoro-3-methylpyrazolo[1,5-a]pyridin-2-yl}-1-(cyclopropylmethyl)-1H-pyrrolo[2,3-b]pyridin-6-yl)-2-methylbenzamide N[C@H]1CN(CCC1)C(=O)C=1C=C(C=2N(C1)N=C(C2C)C2=CC=1C(=NC(=CC1)C1=CC(=C(C(=O)N)C=C1)C)N2CC2CC2)F